[K].C(CCCCCCC\C=C/CCCCCCCC)(=O)NC1=NC(=NC(=N1)S)S 6-oleoamido-1,3,5-triazine-2,4-dithiol monopotassium salt